4-[1-(Oxan-2-yl)pyrazol-4-yl]-7-(4,4,5,5-tetramethyl-1,3,2-dioxaborolan-2-yl)-1,3-dihydroindol-2-one O1C(CCCC1)N1N=CC(=C1)C1=C2CC(NC2=C(C=C1)B1OC(C(O1)(C)C)(C)C)=O